NC1=NC(=CC(=N1)N1CCC2(C[C@H](NC2)C(=O)OCC)CC1)O[C@@H](C(F)(F)F)C1=C(C=CC=C1)C1=NN(C=C1)C (S)-ethyl 8-(2-amino-6-((R)-2,2,2-trifluoro-1-(2-(1-methyl-1H-pyrazol-3-yl)phenyl)ethoxy)pyrimidin-4-yl)-2,8-diazaspiro[4.5]decane-3-carboxylate